(1-(2-(bis(4-methoxybenzyl)amino)pyridin-3-yl)ethyl)carbamate COC1=CC=C(CN(C2=NC=CC=C2C(C)NC([O-])=O)CC2=CC=C(C=C2)OC)C=C1